1-cyano-3-fluoro-N-(4-phenylpyridin-2-yl)piperidine-3-carboxamide Benzyl-heptane-5-carboxylate C(C1=CC=CC=C1)OC(=O)C(CCCC)CC.C(#N)N1CC(CCC1)(C(=O)NC1=NC=CC(=C1)C1=CC=CC=C1)F